N1=NN=CC=2C3=CC=CC=C3NC12 triazacarbazole